5-(((trans-3-(3-cyclopropyl-4-(1-isopropyl-1H-pyrrolo[3,2-c]pyridin-6-yl)-1H-pyrazol-1-yl)cyclobutyl)methyl)amino)-2-(2,6-dioxopiperidin-3-yl)isoindoline-1,3-dione C1(CC1)C1=NN(C=C1C1=CC2=C(C=N1)C=CN2C(C)C)[C@@H]2C[C@H](C2)CNC=2C=C1C(N(C(C1=CC2)=O)C2C(NC(CC2)=O)=O)=O